ClC1=C(C=CC=C1C=1N(C2=NC=NC(=C2N1)OC1(CC1)C)CC1=CC(=CC=C1)Cl)/C=C/C(=O)O (E)-3-(2-chloro-3-(9-(3-chlorobenzyl)-6-(1-methylcyclopropoxy)-9H-purin-8-yl)phenyl)acrylic acid